C(C)N(C(=O)N)CCC(N)(C)C ethyl(dimethyl-aminopropyl)urea